vinyloxyethyl α-allyloxymethylacrylate C(C=C)OCC(C(=O)OCCOC=C)=C